ClC=1C=C(C=CC1F)NC(N(C)C1COC(C=2NC(C=3C=C(C(=CC3C21)F)F)=O)O)=O 3-(3-chloro-4-fluorophenyl)-1-(8,9-difluoro-4-hydroxy-6-oxo-1,4,5,6-tetrahydro-2H-pyrano[3,4-c]isoquinolin-1-yl)-1-methylurea